2,6-diisopropyl-3,5-dibromoaniline C(C)(C)C1=C(N)C(=C(C=C1Br)Br)C(C)C